7-(dimethylamino)heptanoic acid CN(CCCCCCC(=O)O)C